2-[[4-bromo-2-(hydroxymethyl)-2,3-dihydro-1H-inden-5-yl]oxy]-N-methylacetamide BrC1=C2CC(CC2=CC=C1OCC(=O)NC)CO